CC1=NC=C(C=C1C1=CC(NC=C1)=O)C1=CC=C(C=C1)N1C(CCC1)=O methyl-5-(4-(2-oxopyrrolidin-1-yl)phenyl)-[3,4'-bipyridin]-2'(1'H)-one